3-(2,4-difluoro-phenyl)-[1,2,4]oxadiazole FC1=C(C=CC(=C1)F)C1=NOC=N1